1-(2-fluoroethyl)-piperazine hydrochloride Cl.FCCN1CCNCC1